S-(N-(Pyridin-4-ylmethyl)adenosyl)-L-homocystein N1=CC=C(C=C1)CNC=1C=2N=CN([C@H]3[C@H](O)[C@H](O)[C@@H](CSCC[C@H](N)C(=O)O)O3)C2N=CN1